NC=1C2=C(N=CN1)C(=CN2)CN2C[C@@H]([C@H](C2)CSC)O (3R,4S)-1-((4-amino-5H-pyrrolo[3,2-d]pyrimidin-7-yl)methyl)-4-((methylthio)methyl)pyrrolidin-3-ol